C(C(C([2H])([2H])[2H])(CCC[C@@H](C)[C@H]1CC[C@H]2[C@@H]3CC=C4C[C@H](CC[C@]4(C)[C@H]3CC[C@]12C)O)O)([2H])([2H])[2H] cholest-5-ene-3β,25-diol-d6